[Si](C)(C)(C(C)(C)C)OC[C@H]1O[C@@]([C@H]2[C@@H]1OC(O2)(C)C)(C#N)C2=CC=C1C(=NC=NN12)NC(CCCC)=O N-(7-((3aR,4R,6R,6aR)-6-(((tert-butyldimethylsilyl)oxy)methyl)-4-cyano-2,2-dimethyltetrahydrofuro[3,4-d][1,3]dioxol-4-yl)pyrrolo[2,1-f][1,2,4]triazin-4-yl)pentanamide